methyl 5-(3-cyclopropylphenoxy)-2-methyl-3-oxo-pyridazine-4-carboxylate C1(CC1)C=1C=C(OC2=C(C(N(N=C2)C)=O)C(=O)OC)C=CC1